The molecule is a member of the class of quinomethanes that is 3-methylidene-6-oxocyclohexa-1,4-diene-1-carboxylic acid in which the methylidene hydrogens are replaced by 4-carboxy-3-hydroxyphenyl groups. The trisodium salt is the biological stain 'chrome violet CG' while the triammonium salt is 'aluminon'. It has a role as a histological dye, an insulin-like growth factor receptor 1 antagonist and a fluorochrome. It is a monohydroxybenzoic acid, a member of quinomethanes and a tricarboxylic acid. It is a conjugate acid of an aurintricarboxylate. C1=CC(=C(C=C1C(=C2C=CC(=O)C(=C2)C(=O)O)C3=CC(=C(C=C3)O)C(=O)O)C(=O)O)O